ClC1=CC=CC(=N1)C(=O)N1CC([C@@H](C12C[C@H]([C@H](C2)F)F)O)(F)F (6-chloropyridin-2-yl)((4R,7R,8S)-3,3,7,8-tetrafluoro-4-hydroxy-1-azaspiro[4.4]nonan-1-yl)methanone